2-cyclopropyl-1-((2S,5S)-9-fluoro-2,3-dihydro-2,5-methanopyrido[3,4-f][1,4]oxazepin-4(5H)-yl)-2-methylpropan-1-one C1(CC1)C(C(=O)N1C[C@H]2OC3=C([C@@H]1C2)C=NC=C3F)(C)C